sodium ((5-methyl-4-oxo-4,5,6,7-tetrahydropyrazolo[1,5-a]pyrazin-3-yl)sulfonyl)amide CN1C(C=2N(CC1)N=CC2S(=O)(=O)[NH-])=O.[Na+]